8-bromo-1-(3,3-difluoro-1-methylpiperidin-4-yl)-3-(deuteromethyl)-1,3-dihydro-2H-imidazo[4,5-c]quinolin-2-one BrC1=CC=2C3=C(C=NC2C=C1)N(C(N3C3C(CN(CC3)C)(F)F)=O)C[2H]